FC(C1=CC2=C(C(CO2)O)C=C1)(F)F 6-(trifluoromethyl)-2,3-dihydrobenzofuran-3-ol